BrC1=C(C2=C(N=C(N=C2)C=2C(=NC=NC2OC)C2CC2)N(C1=O)CC1=CC=C(C=C1)C=1N(C=C(N1)C(F)(F)F)C1CC1)C 6-bromo-8-({4-[1-cyclopropyl-4-(trifluoromethyl)imidazol-2-yl]phenyl}methyl)-2-(4-cyclopropyl-6-methoxypyrimidin-5-yl)-5-methylpyrido[2,3-d]pyrimidin-7-one